C(C)(C)C1=NN(C=N1)C1=NC(=NC=C1)S(=O)(=O)C 4-(3-isopropyl-1,2,4-triazol-1-yl)-2-methylsulfonyl-pyrimidine